tert-butyl (1S,4S)-6-[methoxy(methyl)carbamoyl]-2-azabicyclo[2.2.1]heptane-2-carboxylate CON(C(=O)C1C[C@@H]2CN([C@H]1C2)C(=O)OC(C)(C)C)C